C(CC)OCO[SiH3] propoxymethoxysilane